Hydroxylammonium Chlorid [Cl-].O[NH3+]